C1(=CC=CC=C1)N1N=NC(=C1)C(=O)N1CCCCC1 (1-phenyl-1H-1,2,3-triazol-4-yl)(piperidin-1-yl)methanone